tert-Butyl (S)-3-(2-(((R)-2-(3-fluorophenyl)-2-hydroxyethyl)amino)-2-methylpropyl)piperidine-1-carboxylate acetate C(C)(=O)O.FC=1C=C(C=CC1)[C@H](CNC(C[C@H]1CN(CCC1)C(=O)OC(C)(C)C)(C)C)O